benzyl (1-(tert-butyl)-3-(3-(2-cyclopropyloxazol-5-yl)cyclopent-2-en-1-yl)-1H-pyrazol-5-yl)carbamate C(C)(C)(C)N1N=C(C=C1NC(OCC1=CC=CC=C1)=O)C1C=C(CC1)C1=CN=C(O1)C1CC1